The molecule is a synthetic phenylalanine derivative derived formally from the mycotoxin ochratoxin A by amide formation between its carboxy group and 6-aminohexanoic acid. It has a role as a hapten. It is a diastereoisomeric mixture, a N-acyl-L-phenylalanine, a member of isochromanes, a monocarboxylic acid amide, an organochlorine compound and a phenylalanine derivative. It derives from an ochratoxin A. CC1CC2=C(C=C(C(=C2C(=O)O1)O)C(=O)N[C@@H](CC3=CC=CC=C3)C(=O)NCCCCCC(=O)O)Cl